N-((R)-4,4-difluoro-1-(oxetan-3-yl)pyrrolidin-3-yl)-5-(1-((R)-2-fluoropropyl)-1H-benzo[d][1,2,3]triazol-6-yl)-4-methoxypyrrolo[2,1-f][1,2,4]triazin-2-amine FC1([C@@H](CN(C1)C1COC1)NC1=NN2C(C(=N1)OC)=C(C=C2)C=2C=CC1=C(N(N=N1)C[C@@H](C)F)C2)F